C1(CCC1)N1C(=NC2=C1C=C(C=C2)C(F)(F)F)C=2N(C(C(=C(N2)C(=O)NC=2C=NOC2)O)=O)C 2-[1-cyclobutyl-6-(trifluoromethyl)-1H-1,3-benzodiazol-2-yl]-5-hydroxy-1-methyl-N-(1,2-oxazol-4-yl)-6-oxo-1,6-dihydropyrimidine-4-carboxamide